C(C)(=O)N1C(C2=CC(=C(C=C2CC1)Br)F)=O 2-acetyl-6-bromo-7-fluoro-3,4-dihydroisoquinolin-1(2H)-one